4-(2-chloro-4-fluoro-8,9,10,11-tetrahydropyrazino[1',2':1,2]imidazo[4,5-c]quinolin-3-yl)-5,7-difluorobenzo[d]thiazol-2-amine ClC=1C=C2C3=C(C=NC2=C(C1C1=C(C=C(C2=C1N=C(S2)N)F)F)F)N=C2N3CCNC2